FC(C1=C(C=C2CCCN(C2=C1)C1=NN(C2=C1CN(CC2)C(C)=O)C2CCN(CC2)CC2CCNCC2)C=2C=NN(C2)C)F 1-[3-[7-(difluoromethyl)-6-(1-methylpyrazol-4-yl)-3,4-dihydro-2H-quinolin-1-yl]-1-[1-(4-piperidylmethyl)-4-piperidyl]-6,7-dihydro-4H-pyrazolo[4,3-c]pyridin-5-yl]ethanone